N-(trifluoromethylthio)phenylglycine FC(SNC(C1=CC=CC=C1)C(=O)O)(F)F